(R)-2-(4-(5-cyclopropyl-3-phenyl-1H-pyrazol-1-yl)-6-morpholinopyrimidin-2-yl)-2-methoxyethan-1-ol C1(CC1)C1=CC(=NN1C1=NC(=NC(=C1)N1CCOCC1)[C@H](CO)OC)C1=CC=CC=C1